6-(2,5-dioxopyrrolidin-1-yl)-N-(5-hydroxypentyl)hexanamido-Phosphoramidate O=C1N(C(CC1)=O)C(CCCCC(=O)NNP([O-])([O-])=O)CCCCCO